allyl (S)-2-(((S)-2-((((9H-fluoren-9-yl)methoxy)carbonyl)amino)-3-methoxy-3-oxopropoxy)methyl)-4,4-difluoropyrrolidine-1-carboxylate C1=CC=CC=2C3=CC=CC=C3C(C12)COC(=O)N[C@@H](COC[C@H]1N(CC(C1)(F)F)C(=O)OCC=C)C(=O)OC